FC(C1(OC1)C(=O)OCC1=CC=CC=C1)(F)F benzyl 2-(trifluoromethyl)oxirane-2-carboxylate